C(C)(C)(C)OC(=O)N1[C@H](CC[C@@H](C1)NC(=O)C=1C=NC2=CC(=C(C=C2C1)F)Cl)C=1OC(=NN1)OCCOC(F)(F)F (2r,5s)-5-(7-chloro-6-fluoroquinoline-3-amido)-2-{5-[2-(trifluoromethoxy)ethoxy]-1,3,4-oxadiazol-2-yl}piperidine-1-carboxylic acid tert-butyl ester